2-[4-[[(2'S,4R)-2-ethyl-2'-methyl-spiro[6,7-dihydrothieno[3,2-c]pyran-4,4'-piperidine]-1'-yl]methyl]triazol-1-yl]-N-(2-hydroxypropyl)ethanesulfonamide C(C)C1=CC2=C(CCO[C@]23C[C@@H](N(CC3)CC=3N=NN(C3)CCS(=O)(=O)NCC(C)O)C)S1